10-(4,5-dimethoxy-2-methyl-3,6-dioxocyclohex-1,4-dien-1-yl)-N-[4-(3-sulfanylidene-3H-1,2-dithiol-5-yl)phenyl]decanamide COC=1C(C(=C(C(C1OC)=O)CCCCCCCCCC(=O)NC1=CC=C(C=C1)C1=CC(SS1)=S)C)=O